O1C=CC=C2C1=C(C=C2)C2=C1C(=NC(=C2CC)CC)CC=2C=CC=CC21 (R)-4-benzofuran-7-yl-2,3-diethyl-9H-indeno[2,1-b]pyridine